benzyl 4-[[1-[(1-tert-butoxycarbonyl-4-piperidyl)methyl]-5-oxo-pyrrolidin-3-yl]methyl]piperazine-1-carboxylate C(C)(C)(C)OC(=O)N1CCC(CC1)CN1CC(CC1=O)CN1CCN(CC1)C(=O)OCC1=CC=CC=C1